OC(C(=O)C1=CC=C(C=C1)OCCO)(C)C 2-hydroxy-4'-(hydroxyethoxy)-2-methyl-propiophenone